C(C)(C)N1C(=NN=C1)C1=CC=CC(=N1)N1CC2=CC(=C(C=C2C1=O)NS(=O)(=O)CC)C N-(2-(6-(4-isopropyl-4H-1,2,4-triazol-3-yl)pyridin-2-yl)-6-methyl-3-oxoisoindol-5-yl)ethanesulfonamide